1-((1,3-bis(3-fluoro-9H-carbazol-9-yl)propan-2-yl)oxy)-3-(tert-butylamino)-2-propanol FC=1C=CC=2N(C3=CC=CC=C3C2C1)CC(CN1C2=CC=CC=C2C=2C=C(C=CC12)F)OCC(CNC(C)(C)C)O